C(C)C1=NN(C2=CC=CC(=C2C1=O)[N+](=O)[O-])C1=CC=C(C=C1)OC(F)(F)F ethyl-5-nitro-4-oxo-1-[4-(trifluoromethoxy)phenyl]cinnoline